COC(=O)C=1C=C(C=C2C1N=C(S2)Br)OC 2-bromo-6-methoxybenzo[d]thiazole-4-carboxylic acid methyl ester